C(C)[C@H]1OC=2C=CC3=CN(N=C3C2C(NC1)=O)C (R)-7-ethyl-2-methyl-8,9-dihydro-2H-[1,4]oxazepino[7,6-g]indazol-10(7H)-one